(S)-N-(5-(5-(2-hydroxypropoxy)benzo[d]oxazol-2-yl)-8-(methylamino)-2,7-naphthyridin-3-yl)cyclopropanecarboxamide O[C@H](COC=1C=CC2=C(N=C(O2)C2=C3C=C(N=CC3=C(N=C2)NC)NC(=O)C2CC2)C1)C